ethyl 2-(4-chloro-6-(4-(1-ethylpiperidin-4-yl)phenyl)-2H-indazol-2-yl)-2-((R)-6-fluoro-6,7-dihydro-5H-pyrrolo[1,2-c]imidazol-1-yl)acetate ClC=1C2=CN(N=C2C=C(C1)C1=CC=C(C=C1)C1CCN(CC1)CC)C(C(=O)OCC)C1=C2N(C=N1)C[C@@H](C2)F